COCOC=1C(=CC2=C(N=C(O2)C)C1C)B1OC(C(O1)(C)C)(C)C 5-(methoxymethoxy)-2,4-dimethyl-6-(4,4,5,5-tetramethyl-1,3,2-dioxaborolan-2-yl)-1,3-benzoxazole